ClC=1N(C2=CC=CC=C2C1)C chloro-1-methyl-1H-indole